tert-Butyl 3-(5-(2-methoxypropan-2-yl)-7-(thiazol-4-yl)-4-(trifluoromethoxy)benzo[d]oxazol-2-yl)-3,8-diazabicyclo[3.2.1]octane-8-carboxylate COC(C)(C)C=1C=C(C2=C(N=C(O2)N2CC3CCC(C2)N3C(=O)OC(C)(C)C)C1OC(F)(F)F)C=1N=CSC1